Cl.CN(CCS(=O)(=O)Cl)C 2-(dimethylamino)ethane-1-sulfonyl chloride hydrochloride